C(C)(C)(C)[Si](C1=CC=CC=C1)(C1=CC=CC=C1)OCC(CCO[C@H]1OCCCC1)(F)F |r| (Rac)-tert-butyl-[2,2-difluoro-4-(tetrahydro-2H-pyran-2-yloxy)butoxy]diphenylsilane